methyl (4E)-4-{[N-(tert-butoxycarbonyl)-beta-alanyl]amino}-4-(hydroxyimino)butanoate C(C)(C)(C)OC(=O)NCCC(=O)N/C(/CCC(=O)OC)=N/O